N[C@@H](CCCCN)C(=O)O δZ-lysine